ClC=1C=C(C=CC1)C1=NOC(=N1)C=1C=CC(N(N1)CC=1SC(=NN1)C1=CC=C(C=C1)F)=O 6-(3-(3-chlorophenyl)-1,2,4-oxadiazol-5-yl)-2-((5-(4-fluorophenyl)-1,3,4-thiadiazol-2-yl)methyl)pyridazin-3(2H)-one